cyclooctyl-carbodiimide C1(CCCCCCC1)N=C=N